Cl.N=1CC(N=CC1)=O pyrazine-3-one hydrochloride